BrC1=CC=C(C=C1)C1=CN=C2N1C=CC1=C2N(C2=CC=CC=C12)CCCC1=CC=CC=C1 3-(4-Bromophenyl)-11-(3-phenylpropyl)-11H-imidazo[1',2':1,2]pyrido[3,4-b]indole